OC=1C2=C(N=C(N1)NC(=O)OC)C(=NN2CC2=C(C=C(C(=O)OC)C=C2)OC)I methyl 4-((7-hydroxy-3-iodo-5-((methoxycarbonyl)amino)-1H-pyrazolo[4,3-d]pyrimidin-1-yl)methyl)-3-methoxy-benzoate